1-(3-hydroxy-3-methyl-2-butyl)-5-methyl-1H-pyrazole-4-carboxylic acid OC(C(C)N1N=CC(=C1C)C(=O)O)(C)C